OC1(C\C=C\CCCC1)CC(=O)ON1C(CCC1=O)=O 2,5-dioxopyrrolidin-1-yl (E)-2-(1-hydroxycyclooct-3-en-1-yl)acetate